CC1=NC(=NC(=C1)NC1=NNC(=C1)C)N1CC2CCC(C1)N2C=O (3-(4-methyl-6-((5-methyl-1H-pyrazol-3-yl)amino)pyrimidin-2-yl)-3,8-diazabicyclo[3.2.1]Octan-8-yl)methanone